5,6,7,8-tetrahydropyrido[3,4-d]pyridazin-1(2H)-one C1(C2=C(C=NN1)CNCC2)=O